2-(2,6-dioxo-piperidine-3-yl)-4-hydroxy-isoindole-1,3-dione O=C1NC(CCC1N1C(C2=CC=CC(=C2C1=O)O)=O)=O